COC1=CC=C(C[C@H](N)C(=O)O)C=C1 O-methyltyrosine